Methyl 2-fluoro-8-methyl-8-(1-(2,2,2-trifluoroethyl)-1H-pyrazol-4-yl)-7,8-dihydro-6H-cyclopenta[e]pyrazolo[1,5-a]pyrimidine-6-carboxylate FC1=NN2C(N=CC3=C2C(CC3C(=O)OC)(C=3C=NN(C3)CC(F)(F)F)C)=C1